5,5-dimethyl-2-[[4-[5-(trifluoro-methyl)-1,2,4-oxadiazol-3-yl]phenyl]methyl]isoxazolidin-3-one CC1(CC(N(O1)CC1=CC=C(C=C1)C1=NOC(=N1)C(F)(F)F)=O)C